4,5-dimethyloct-1,5-diene CC(CC=C)C(=CCC)C